FC(S(=O)(=O)OC1=NC(=C(C2=C1C=CS2)NC2=CC=CC=C2)C=2C=NN(C2)C2CN(C2)C(C=C)=O)(F)F 6-(1-(1-acryloylazetidin-3-yl)-1H-pyrazol-4-yl)-7-(phenylamino)thieno[3,2-c]pyridin-4-yl trifluoromethanesulfonate